COC(=O)NC1=CC=C(C=N1)C1=CN=C2N1C=C(C=C2C)N(C(=O)C=2C=CC(=NC2)C(=O)OC)C methyl 5-[[3-[6-(methoxycarbonylamino)-3-pyridyl]-8-methyl-imidazo[1,2-a]pyridin-6-yl]-methyl-carbamoyl]pyridine-2-carboxylate